2-(5-Fluoro-benzothiazol-2-ylamino)-1-methyl-1H-benzimidazole FC=1C=CC2=C(N=C(S2)NC2=NC3=C(N2C)C=CC=C3)C1